ClC1=CC=C2C=CC(=NC2=C1)/C=C/C=1C=C(C#N)C=CC1 3-[(E)-2-(7-chloroquinolinyl)vinyl]benzonitrile